tert-butyl (3R)-3-[(2,4-dimethoxyphenyl)methylamino]pyrrolidine-1-carboxylate COC1=C(C=CC(=C1)OC)CN[C@H]1CN(CC1)C(=O)OC(C)(C)C